3-(1,4-dimethyl-1H-benzo[d][1,2,3]triazol-5-yl)-3-(3-formyl-4-methylphenyl)-2,2-dimethylpropanoic acid CN1N=NC2=C1C=CC(=C2C)C(C(C(=O)O)(C)C)C2=CC(=C(C=C2)C)C=O